N1(CCC[C@H]2CCCC[C@H]12)C(C(CN(C)CC1=CC=CC=C1)N(CC1=CC=C(C=C1)OC)C1CC1)=O 1-[(4aR,8aS)-3,4,4a,5,6,7,8,8a-octahydro-2H-quinolin-1-yl]-3-[benzyl(methyl)amino]-2-[cyclopropyl-[(4-methoxyphenyl)methyl]amino]propan-1-one